CC(C)(C(CO)O)O 2-methyl-2,3,4-butanetriol